(1-benzyl-1H-indol-3-yl)(6-bromopyridin-3-yl)methanone [2,3,5,6-tetrafluoro-4-(methoxymethyl)phenyl]methyl-3-(2-cyano-1-propen-1-yl)-2,2-dimethylcyclopropanecarboxylate FC1=C(C(=C(C(=C1F)COC)F)F)COC(=O)C1C(C1C=C(C)C#N)(C)C.C(C1=CC=CC=C1)N1C=C(C2=CC=CC=C12)C(=O)C=1C=NC(=CC1)Br